CC1=CC=C(C=C1)S(=O)(=O)OC[C@@H]1OCC[C@@H](C1)NC(=O)OC(C)(C)C [(2R,4S)-4-(tert-butoxycarbonylamino)tetrahydropyran-2-yl]methyl 4-methylbenzenesulfonate